cetyl 3,5-di-tert-butyl-4-hydroxy-benzoate C(C)(C)(C)C=1C=C(C(=O)OCCCCCCCCCCCCCCCC)C=C(C1O)C(C)(C)C